C(Cl)(Cl)Cl.C(C)(C)(C1=CC=CC=C1)OP(=O)(OC(C)(C)C1=CC=CC=C1)OC(C)(C)C1=CC=CC=C1 tricumylphosphate-chloroform